FC=1C=C2C(=CNC2=C(C1F)F)C[C@@H]1N(CCC1)CC#C (R)-5,6,7-trifluoro-3-((1-(prop-2-yn-1-yl)pyrrolidin-2-yl)methyl)-1H-indole